(4-carbamoyl-1-(5-(4-hydroxyphenyl)-5-methylhexanoyl)piperidine-4-carbonyl)glycine C(N)(=O)C1(CCN(CC1)C(CCCC(C)(C)C1=CC=C(C=C1)O)=O)C(=O)NCC(=O)O